5-acetyl-4-hydroxy-3-Fluorobenzoic acid C(C)(=O)C=1C(=C(C=C(C(=O)O)C1)F)O